NC=1C=CC(=NC1NCC=1N(C=NC1)CC)C(=O)OC methyl 5-amino-6-[(3-ethylimidazol-4-yl)methylamino]pyridine-2-carboxylate